mono-p-nonylphenyl (2-ethylhexyl)phosphonate C(C)C(CP(OC1=CC=C(C=C1)CCCCCCCCC)([O-])=O)CCCC